1-({5-[5-(trifluoromethyl)-1,2,4-oxadiazol-3-yl]pyridin-2-yl}methyl)-3,4-dihydro-1,5-naphthyridin-2(1H)-one FC(C1=NC(=NO1)C=1C=CC(=NC1)CN1C(CCC2=NC=CC=C12)=O)(F)F